C(C)(C)(C)OC(=O)N1C(C(CC1)NS(=O)(=O)C)CC=1N=C(SC1)C1=CC=CC=C1 3-((methylsulfonyl)amino)-2-((2-phenyl-1,3-thiazol-4-yl)methyl)pyrrolidine-1-carboxylic acid tert-butyl ester